Methyl 2-(2-(2-(4-(((((tetrahydro-2H-pyran-4-yl)methoxy)carbonyl)amino)methyl)phenyl)thiazole-4-carboxamido)acrylamido)acrylate O1CCC(CC1)COC(=O)NCC1=CC=C(C=C1)C=1SC=C(N1)C(=O)NC(C(=O)NC(C(=O)OC)=C)=C